(R)-3-(1-acryloylpiperidin-3-yl)-7-amino-1-(4-phenoxyphenyl)-1,5-dihydro-4H-pyrrolo[2,3-d]pyridazin-4-one C(C=C)(=O)N1C[C@H](CCC1)C1=CN(C=2C(=NNC(C21)=O)N)C2=CC=C(C=C2)OC2=CC=CC=C2